(trans-4-(benzyloxy)cyclohexyl)methanol C(C1=CC=CC=C1)O[C@@H]1CC[C@H](CC1)CO